((3S,5S)-1,1-difluoro-6-((5-methoxy-7-methyl-1H-indol-4-yl)methyl)-6-azaspiro[2.5]oct-5-yl)benzoic acid FC1(C[C@]12C[C@H](N(CC2)CC2=C1C=CNC1=C(C=C2OC)C)C2=C(C(=O)O)C=CC=C2)F